ClC1=CC=C(C=C1)N1N=CN(C1=O)CC1=CC(=C(OC(C(=O)O)(C)C)C(=C1)C)C 2-(4-((1-(4-chlorophenyl)-5-oxo-1,5-dihydro-4H-1,2,4-triazol-4-yl)methyl)-2,6-dimethylphenoxy)-2-methylpropanoic acid